ClC1=C(OC2=C(C(=O)NC3=CC(=CC=C3)NS(=O)(=O)C)C=CC=C2)C=CC(=C1)Cl 2-(2,4-dichlorophenoxy)-N-(3-(methylsulfonamido)phenyl)benzamide